8-chloroimidazo[1,2-a]pyridine-3-carboxylic acid ClC=1C=2N(C=CC1)C(=CN2)C(=O)O